(S)-N-(3-(2-methoxy-3-(1-(5-oxo-4-azaspiro[2.5]octan-6-yl)-1H-pyrazol-4-yl)phenyl)-1-methyl-1H-pyrazolo[3,4-c]pyridin-5-yl)cyclopropanecarboxamide COC1=C(C=CC=C1C=1C=NN(C1)[C@@H]1C(NC2(CC2)CC1)=O)C1=NN(C2=CN=C(C=C21)NC(=O)C2CC2)C